3,4-dihydroxyphenyl propionate C(CC)(=O)OC1=CC(=C(C=C1)O)O